(1r,3r)-3-(cyanoamino)-N-{[(1R,2R,5R)-6,6-dimethylbicyclo[3.1.1]heptan-2-yl]methyl}cyclobutane-1-carboxamide C(#N)NC1CC(C1)C(=O)NC[C@H]1[C@@H]2C([C@H](CC1)C2)(C)C